Dimethyloctadecylammonium chloride [Cl-].C[NH+](CCCCCCCCCCCCCCCCCC)C